C(#N)C=1C(=CC(=NC1)NC(=O)C1=CN(C=2C1=NC(=C(C2)CN2CCOCC2)C=O)C(C)C)NCCOC N-(5-cyano-4-((2-methoxyethyl)amino)pyridin-2-yl)-5-formyl-6-(morpholinylmethyl)-1-isopropyl-1H-pyrrolo[3,2-b]pyridine-3-carboxamide